NC=1SC(=CN1)C1=CC=C(C=2C(NCC12)=O)C#N 7-(2-aminothiazol-5-yl)-3-oxo-isoindoline-4-carbonitrile